The molecule is an amino pentasacchride comprising a chain of 3-O-sulfo-beta-D-glucuronic acid, beta-D-galactose, N-acetyl-beta-D-glucosamine, beta-D-galactose and D-glucose residues linked sequentially (1->3), (1->4), (1->3) and (1->4). It is an amino pentasaccharide and a glucosamine oligosaccharide. CC(=O)N[C@@H]1[C@H]([C@@H]([C@H](O[C@H]1O[C@H]2[C@H]([C@H](O[C@H]([C@@H]2O)O[C@@H]3[C@H](OC([C@@H]([C@H]3O)O)O)CO)CO)O)CO)O[C@H]4[C@@H]([C@H]([C@H]([C@H](O4)CO)O)O[C@H]5[C@@H]([C@H]([C@@H]([C@H](O5)C(=O)O)O)OS(=O)(=O)O)O)O)O